propoxyl-propynyl alcohol O(CCC)CC#CO